Isopropyl-imidazoline C(C)(C)N1C=NCC1